O=C1NC(CCC1C1=NN(C2=C(C=CC=C12)N1CCNCC1)C)=O 4-[3-(2,6-dioxo-3-piperidyl)-1-methyl-indazol-7-yl]piperazin